BrC=1C=C(CN2C(=NC=3N(C(N(C(C23)=O)CC#C)=O)C)SC(C(=O)OCC)CC)C=CC1 ethyl 2-{[7-(3-bromobenzyl)-3-methyl-2,6-dioxo-1-(2-propynyl)-2,3,6,7-tetrahydro-1H-purin-8-yl]thio}butanoate